N1(CCC1)C(CN1N=CC2=NC=C(C=C21)C2=C(C(=CC=C2)C)F)=O 1-(Azetidin-1-yl)-2-[6-(2-fluoro-3-methyl-phenyl)pyrazolo[4,3-b]pyridin-1-yl]ethanone